3-(7-((1-(2,3-dihydrobenzofuran-7-carbonyl)piperidin-4-yl)oxy)-1-methyl-1H-indazol-3-yl)piperidine-2,6-dione O1CCC2=C1C(=CC=C2)C(=O)N2CCC(CC2)OC=2C=CC=C1C(=NN(C21)C)C2C(NC(CC2)=O)=O